4-[5-(2-aminoethyl)pyrimidin-2-yl]-3-[5-[ethyl(propan-2-yl)amino]-2-methylpyrazol-3-yl]oxybenzonitrile NCCC=1C=NC(=NC1)C1=C(C=C(C#N)C=C1)OC=1N(N=C(C1)N(C(C)C)CC)C